C[Si](OC)(C)C Trimethyl-monomethoxysilan